BrC=1C=CC(=C(C1)N[C@@H](CC(=O)O)C)[N+](=O)[O-] (R)-3-(5-bromo-2-nitrophenylamino)butyric acid